2-{1-[(benzyloxy)carbonyl]-4-methoxyindole-2-carbonyl}-hexahydro-1H-cyclopenta[c]pyrrole C(C1=CC=CC=C1)OC(=O)N1C(=CC2=C(C=CC=C12)OC)C(=O)N1CC2C(C1)CCC2